NC1=C(C=C(C=C1)C(=O)N1CCC(CC1)N1CCN(CC1)C)OC (4-amino-3-methoxyphenyl)-(4-(4-methylpiperazin-1-yl)piperidin-1-yl)methanone